Tetramethyl-divinyl-disilazane C[Si](N[Si](C=C)(C=C)C)(C)C